OCC1=C(N=C(S1)C=1C(=C2C(=NC1)NC=C2)N[C@H]2CN(C[C@H](C2)C)C(CC#N)=O)S(=O)(=O)C 3-((3R,5S)-3-((5-(5-(hydroxymethyl)-4-(methylsulfonyl)thiazol-2-yl)-1H-pyrrolo[2,3-b]pyridin-4-yl)amino)-5-methylpiperidin-1-yl)-3-oxopropanenitrile